N-Boc-L-aspartic acid C(=O)(OC(C)(C)C)N[C@@H](CC(=O)O)C(=O)O